NC=1C2=C(N=CN1)N(C=C2C=2C=C(CNS(=O)(=O)C)C=CC2)[C@@H]2C[C@@H](C2)CN(C)C N-(3-(4-amino-7-(cis-3-((dimethylamino)methyl)cyclobutyl)-7H-pyrrolo[2,3-d]pyrimidin-5-yl)benzyl)methanesulfonamide